ClC=1C=C(C=C(C1)Cl)C1(CC(=NO1)C1=CC(=C(C(=O)O)C=C1)C)C(F)(F)F 4-(5-(3,5-dichloro-phenyl)-5-trifluoromethyl-4,5-dihydroisoxazol-3-yl)-2-methylbenzoic acid